5-fluoro-N4-{4-[1-(1,2,3-triazolyl)methyl]phenyl}-2,4-pyrimidinediamine FC=1C(=NC(=NC1)N)NC1=CC=C(C=C1)CC=1N=NNC1